C1(CC1)C1=CC=C(C=C1)N1N=CC(=C1)C=1SC=C(N1)C(=O)N(C)C1CCN(CC1)CC 2-[1-(4-cyclopropylphenyl)-1H-pyrazol-4-yl]-N-(1-ethylpiperidin-4-yl)-N-methyl-1,3-thiazole-4-carboxamide